FC1(C=2N(CC(CC1)(O)CF)N=C1C2CN(CC1)C(=O)OC(C)(C)C)F Tert-butyl 11,11-difluoro-8-(fluoromethyl)-8-hydroxy-3,4,8,9,10,11-hexahydro-1H-pyrido[4',3':3,4]pyrazolo[1,5-a]azepine-2(7H)-carboxylate